4-(4-morpholino-7-((2-(trimethylsilyl)ethoxy)methyl)-7H-pyrrolo[2,3-d]pyrimidin-6-yl)aniline O1CCN(CC1)C=1C2=C(N=CN1)N(C(=C2)C2=CC=C(N)C=C2)COCC[Si](C)(C)C